NC1=CC(=C(C=C1)N1CCC(CC1)CC(=O)OC(C)(C)C)F tert-butyl 2-[1-(4-amino-2-fluoro-phenyl)-4-piperidyl]acetate